1-(3-bromo-2-iodo-5-methylphenyl)ethanone BrC=1C(=C(C=C(C1)C)C(C)=O)I